methyl 6-chloro-4-[2-methoxy-5-(trifluoromethyl)phenyl]pyridine-3-carboxylate ClC1=CC(=C(C=N1)C(=O)OC)C1=C(C=CC(=C1)C(F)(F)F)OC